[Li].NC[C@]1(CN(CC1)C1=NN2C(S1)=NC=C2C2=C(C=C(C=C2)F)OC)O (R)-3-(aminomethyl)-1-(5-(4-fluoro-2-methoxyphenyl)imidazo[2,1-b][1,3,4]thiadiazol-2-yl)pyrrolidin-3-ol Lithium